2,5-dimethoxy-4-pyridineboronic acid COC1=NC=C(C(=C1)B(O)O)OC